(12AR)-9-bromo-10-chloro-8-(prop-1-yn-1-yl)-3,4,12,12a-tetrahydro-6H-pyrazino[2,1-c][1,4]benzoxazepine-2(1H)-carboxylic acid tert-butyl ester C(C)(C)(C)OC(=O)N1C[C@@H]2COC3=C(CN2CC1)C=C(C(=C3Cl)Br)C#CC